(S)-2-((4-(4-chlorophenyl)-6-(pyridin-3-yl)pyrimidin-2-yl)amino)propan-1-ol ClC1=CC=C(C=C1)C1=NC(=NC(=C1)C=1C=NC=CC1)N[C@H](CO)C